(R,R)-mesityl-guanidine C1(=C(C(=CC(=C1)C)C)NC(=N)N)C